4-(3-isopropoxy-6-methyl-2-pyridyl)piperidin-4-ol C(C)(C)OC=1C(=NC(=CC1)C)C1(CCNCC1)O